NC=1C2=C(N=CN1)N(C(=C2C2=CC=C(C=C2)OC2=NC=CC(=N2)C)C2=C(C=C(C=C2)NC(C=C)=O)C)C N-(4-(4-amino-7-methyl-5-(4-((4-methylpyrimidin-2-yl)oxy)phenyl)-7H-pyrrolo[2,3-d]pyrimidin-6-yl)-3-methylphenyl)acrylamide